ClC1=NN2C(N=CC3=C2[C@@](CN3C(=O)NC=3C=NC(=C(C3)C(F)F)C(N(C)CC)=O)(C(F)(F)F)C)=C1 (R)-2-chloro-N-(5-(difluoromethyl)-6-(ethyl(methyl)carbamoyl)pyridin-3-yl)-8-methyl-8-(trifluoromethyl)-7,8-dihydro-6H-pyrazolo[1,5-a]pyrrolo[2,3-e]pyrimidine-6-carboxamide